NC=1N(C=CN1)CCC[C@@H](C(NC1(CCOCC1)C(NCCCOCCCCC(NCCOCCOCCCCCCCl)=O)=O)=O)NC(OC(C)(C)C)=O tert-butyl N-[(1S)-4-(2-amino-1H-imidazol-1-yl)-1-({4-[(3-{4-[(2-{2-[(6-chlorohexyl)oxy]ethoxy}ethyl)carbamoyl]butoxy} propyl)carbamoyl]oxan-4-yl}carbamoyl)butyl]carbamate